ClCCC(=C(C1=CC=C(C=C1)O)C1=CC=C(C=C1)N1CCC(CC1)CN1CC2CCC(C1)N2C2=CC1=CN(C=C1C=C2F)C2C(NC(CC2)=O)=O)C2=CC=CC=C2 5-(3-((1-(4-(4-chloro-1-(4-hydroxyphenyl)-2-phenylbut-1-en-1-yl)phenyl)piperidin-4-yl)methyl)-3,8-diazabicyclo[3.2.1]octane-8-yl)-2-(2,6-dioxopiperidin-3-yl)-6-fluoroisoindole